FC=1C=NC=C(C1)F 3,5-difluoropyridin